CC(C)[C@H](C)CC[C@@H](C)[C@H]1CC[C@H]2[C@@H]3CCC4=CCCC[C@]4(C)[C@H]3CC[C@]12C campest-4-en